ClC1=C(C=CC=C1)NC1=CC=CC=C1 2-chloro-phenylaniline